(R)-N,N-dimethyl-2-(3-(6-methyl-5-(8-methyl-[1,2,4]triazolo[1,5-a]pyridin-6-yl)-2-oxo-2,3-dihydro-1H-benzo[d]imidazol-1-yl)piperidin-1-yl)acetamide CN(C(CN1C[C@@H](CCC1)N1C(NC2=C1C=C(C(=C2)C=2C=C(C=1N(C2)N=CN1)C)C)=O)=O)C